CC(CCCCCC(C)O)C 8-Methyl-2-nonanol